2-(3-chloropyridin-4-yl)-N-[3-(1H-1,2,3,4-tetrazol-5-yl)propyl]Pyrido[3,4-d]Pyrimidin-4-amine ClC=1C=NC=CC1C=1N=C(C2=C(N1)C=NC=C2)NCCCC2=NN=NN2